NCCNC1=NC=C(C=N1)C(=O)NC1=NC=C(C=C1)C1=CC(=CC=C1)OC1CC1 2-[(2-aminoethyl)amino]-N-[5-(3-cyclopropoxyphenyl)pyridin-2-yl]pyrimidine-5-carboxamide